N-[2-cyano-4-fluoro-3-(3-methyl-4-oxo-quinazolin-6-yl)oxy-phenyl]-3-fluoro-pyrrolidine-1-sulfonamide C(#N)C1=C(C=CC(=C1OC=1C=C2C(N(C=NC2=CC1)C)=O)F)NS(=O)(=O)N1CC(CC1)F